C(CC(O)(C(=O)O)CC(=O)O)(=O)O.FC1=CC=C(C=C1)C1=CN=C(N1)[C@@]1(CN(CC1)C(C)(C)C=1C=CC(=NC1)C)CCC=1SC(=CC1)F |o1:25| (S or R)-5-(2-(3-(5-(4-fluorophenyl)-1H-imidazol-2-yl)-3-(2-(5-fluorothiophen-2-yl)ethyl)pyrrolidin-1-yl)propan-2-yl)-2-methylpyridine citrate